(3-bromo-4-(4-trifluoromethylphenyl)-2-azetidinon-1-yl)adamantanecarboxamide BrC1C(N(C1C1=CC=C(C=C1)C(F)(F)F)C1C2(CC3CC(CC1C3)C2)C(=O)N)=O